Br.FC1=CC=C(C=C1)C1=C(C(=NS1)O)C1CCNCC1 5-(4-fluorophenyl)-4-(4-piperidyl)-3-hydroxyisothiazole hydrobromide